(S)-2-((3-fluoro-5-(methylsulfonyl)benzyl)oxy)-3-(octadecyloxy)propan-1-ol FC=1C=C(CO[C@@H](CO)COCCCCCCCCCCCCCCCCCC)C=C(C1)S(=O)(=O)C